C1(=CC=CC=C1)N(C1=CC(=CC=C1)N(C1=CC=CC=C1)C1=CC=CC=C1)C1=CC=CC=C1 N,N,N3,N3-tetraphenylbenzene-1,3-diamine